1-n-octadecylbiguanidine C(CCCCCCCCCCCCCCCCC)NC(=N)NNC(=N)N